CC1(CC2(CNC2)CCN1C(=O)OC(C)(C)C)C tert-butyl 6,6-dimethyl-2,7-diazaspiro[3.5]nonane-7-carboxylate